(S)-N-(4-(4-amino-7-methyl-5-(4-(pyrrolidine-1-carbonyl)cyclohex-1-en-1-yl)-7H-pyrrolo[2,3-d]pyrimidin-6-yl)phenyl)-2-chloroacetamide NC=1C2=C(N=CN1)N(C(=C2C2=CC[C@H](CC2)C(=O)N2CCCC2)C2=CC=C(C=C2)NC(CCl)=O)C